((1R,5R)-3-cyanoadamantan-1-yl)-2-((N,N-dimethylsulfamoyl)amino)-5-(trifluoromethyl)benzamide C(#N)C12CC3(CC(C[C@@H](C1)C3)C2)C=2C(=C(C(=O)N)C=C(C2)C(F)(F)F)NS(N(C)C)(=O)=O